5'-(4-carboxyphenyl)-2',4',6'-trimethyl-[1,1':3',1''-terphenyl]-4,4''-dicarboxylic acid C(=O)(O)C1=CC=C(C=C1)C=1C(=C(C(=C(C1C)C1=CC=C(C=C1)C(=O)O)C)C1=CC=C(C=C1)C(=O)O)C